N12C[C@H](C(CC1)CC2)OC(N[C@@H]2C(CCC1=CC(=CC=C21)C2=CC=C(C=C2)CCC)(C)C)=O (S)-quinuclidin-3-yl((R)-2,2-dimethyl-6-(4-propylphenyl)-1,2,3,4-tetrahydronaphthalen-1-yl)carbamate